9-fluoro-7-(hydroxymethyl)-1,2,3,5-tetrahydro-4H-cyclopenta[c]quinolin-4-one FC=1C=2C3=C(C(NC2C=C(C1)CO)=O)CCC3